C(C)(C)(C)OC(=O)N1CC=2N(CC1)N=C(C2I)C2=CC(=C(C=C2)OC)Cl.OC=2C=C(C(=O)NC=1SC(=CN1)[N+](=O)[O-])C=CC2O 3,4-dihydroxy-N-(5-nitrothiazol-2-yl)benzamide tert-butyl-2-(3-chloro-4-methoxyphenyl)-3-iodo-6,7-dihydropyrazolo[1,5-a]pyrazine-5(4H)-carboxylate